C1(CC1)C1=CC(=C(C(=O)N2CCC(CC2)C2=C(C#N)C=CC=C2)C=C1C1=NN=C(N1)CN(C)C)C (1-(4-cyclopropyl-5-(5-((dimethylamino)methyl)-4H-1,2,4-triazol-3-yl)-2-methylbenzoyl)piperidin-4-yl)benzonitrile